C1(CC1)N1N=NC(=C1)C1=CC(=C(C=C1)COC1=CC=CC(=N1)C1CCN(CC1)CC=1N(C2=C(N1)C=CC(=C2)C(=O)OC)C[C@H]2OCC2)F methyl 2-[[4-[6-[[4-(1-cyclopropyltriazol-4-yl)-2-fluoro-phenyl]methoxy]-2-pyridyl]-1-piperidyl]methyl]-3-[[(2S)-oxetan-2-yl]methyl]benzimidazole-5-carboxylate